(S)-2-((tert-butoxycarbonyl)amino)-3-(4-methoxyphenyl)propanoic acid C(C)(C)(C)OC(=O)N[C@H](C(=O)O)CC1=CC=C(C=C1)OC